(3R)-4-amino-N-((5-chloro-2-pyridinyl)methyl)-N-ethyl-3-methyl-1,3-dihydrofuro[3,4-c]quinoline-8-carboxamide NC1=NC=2C=CC(=CC2C2=C1[C@H](OC2)C)C(=O)N(CC)CC2=NC=C(C=C2)Cl